C(C)C1=CC=C(C=C1)NO (4-ethylphenyl)hydroxylamine